N1(C=NC=C1)C=1C=C(C=NC1)C=1C=C2C3(C(N(CC2=CN1)C1=C(C(=CC(=C1F)OC)OC)F)=O)CC3 6'-(5-(1H-imidazol-1-yl)pyridin-3-yl)-2'-(2,6-difluoro-3,5-dimethoxyphenyl)-1'H-spiro[cyclopropane-1,4'-[2,7]naphthyridin]-3'(2'H)-one